C(C1=CC=CC=C1)N[C@H](CO)CC (S)-2-(benzylamino)butan-1-ol